N-(biphenyl-4-yl)-N-(4-(4,4,5,5-tetramethyl-1,3,2-dioxaborolane-2-yl)phenyl)-9,9'-spirobifluorene-2-amine C1(=CC=C(C=C1)N(C1=CC=2C3(C4=CC=CC=C4C2C=C1)C1=CC=CC=C1C=1C=CC=CC13)C1=CC=C(C=C1)B1OC(C(O1)(C)C)(C)C)C1=CC=CC=C1